(1R,2S)-5'-methoxy-2-{3-[(4-methoxypyridin-3-yl)amino]-1H-indazol-6-yl}spiro[cyclopropane-1,3'-indol]-2'(1'H)-one COC=1C=C2[C@]3(C(NC2=CC1)=O)[C@@H](C3)C3=CC=C1C(=NNC1=C3)NC=3C=NC=CC3OC